(+/-)-trans-3-((2-(2-chloro-5H-pyrrolo[2,3-b]pyrazin-7-yl)-5-fluoro-6-(furan-2-yl)pyrimidin-4-yl)amino)bicyclo[2.2.2]octane-2-carboxylic acid ClC=1N=C2C(=NC1)NC=C2C2=NC(=C(C(=N2)NC2C(C1CCC2CC1)C(=O)O)F)C=1OC=CC1